(R)-2-((3r,5r)-3,5-dimethylpiperazin-1-yl)-N-(3-(2-((2-fluoro-3-(methylsulfonyl)phenyl)amino)-5-methylpyrimidin-4-yl)-1H-indol-7-yl)-3-methoxypropionamide C[C@@H]1CN(C[C@H](N1)C)[C@@H](C(=O)NC=1C=CC=C2C(=CNC12)C1=NC(=NC=C1C)NC1=C(C(=CC=C1)S(=O)(=O)C)F)COC